3-methyl-2-oxopyrrolidine-3-carboxylic acid methyl ester COC(=O)C1(C(NCC1)=O)C